FC1=C(C=CC(=C1OC)F)CN 1-(2,4-difluoro-3-methoxyphenyl)methylamine